2-CHLORO-8-METHYL-4-OXO-4H-PYRIDO[1,2-A]PYRIMIDINE-3-CARBALDEHYDE ClC=1N=C2N(C(C1C=O)=O)C=CC(=C2)C